4-({1-[2-(2,6-DIOXOPIPERIDIN-3-YL)-1,3-DIOXO-2,3-DIHYDRO-1H-ISOINDOL-5-YL]PIPERIDIN-4-YL}CARBAMOYL)BENZOIC ACID O=C1NC(CCC1N1C(C2=CC=C(C=C2C1=O)N1CCC(CC1)NC(=O)C1=CC=C(C(=O)O)C=C1)=O)=O